[N+](=O)([O-])C1=CC=C(C=C1)CS (4-nitrophenyl)methanethiol